3-methoxycyclohexan-1-one COC1CC(CCC1)=O